C([O-])(O)=O.[Fe+3].C([O-])(O)=O.C([O-])(O)=O Ferric bicarbonate